N-(4-tert-butylphenyl)-5-cyano-N-[2-(cyclohexylamino)-2-oxo-1-(3-pyridyl)ethyl]-1H-triazole-4-carboxamide C(C)(C)(C)C1=CC=C(C=C1)N(C(=O)C=1N=NNC1C#N)C(C(=O)NC1CCCCC1)C=1C=NC=CC1